COC1=C2C(NC(NC2=CC=C1)=O)=O 5-methoxy-1H-quinazoline-2,4-dione